2-trifluoromethyl-piperazine-1-carboxylic acid tert-butyl ester HCl Cl.C(C)(C)(C)OC(=O)N1C(CNCC1)C(F)(F)F